BrC1=C(C=C2C(=NC(=NC2=C1F)Cl)N1C[C@@H](CCC1)C)F (R)-1-(7-bromo-2-chloro-6,8-difluoroquinazolin-4-yl)-3-methylpiperidin